2-[4-[3-[3-[4-(2-carboxyethyl)-2-chloro-phenoxy]propoxy]propoxy]-3-chloro-phenyl]-1,3-benzoxazole-6-carboxylic acid C(=O)(O)CCC1=CC(=C(OCCCOCCCOC2=C(C=C(C=C2)C=2OC3=C(N2)C=CC(=C3)C(=O)O)Cl)C=C1)Cl